[Pt](Br)Br platinum bromide